FC(C=1C(NN=CC1N[C@H](CN1CC(C1)C(=O)N1CCN(CC1)C1=NC=C(C=N1)C(F)(F)F)C)=O)(F)F (S)-4-(trifluoromethyl)-5-((1-(3-(4-(5-trifluoromethylpyrimidin-2-yl)piperazine-1-carbonyl)azetidine-1-yl)propan-2-yl)amino)pyridazin-3(2H)-one